N-(2-chloro-4-{[2-(5-{[(2-methoxyethyl)amino]methyl}pyridin-2-yl)thieno[3,2-b]pyridin-7-yl]oxy}phenyl)-1-(4-fluorophenyl)-4-methoxy-2-oxo-1,2-dihydropyridine-3-carboxamide ClC1=C(C=CC(=C1)OC1=C2C(=NC=C1)C=C(S2)C2=NC=C(C=C2)CNCCOC)NC(=O)C=2C(N(C=CC2OC)C2=CC=C(C=C2)F)=O